COC=1C=C2C(=NC=NC2=CC1OC)N1C=CC(=CC=C1)CCNS(=O)=O N-(2-(1-(6,7-dimethoxyquinazolin-4-yl)azepin-4-yl)ethyl)sulfonamide